2,2,7-trifluoro-4-(prop-2-yn-1-yl)-6-(2,3,5,6-tetrafluoro-4-hydroxyphenyl)-2H-benzo[b][1,4]oxazin-3(4H)-one FC1(C(N(C2=C(O1)C=C(C(=C2)C2=C(C(=C(C(=C2F)F)O)F)F)F)CC#C)=O)F